P(=O)(OC)(OC[C@H](COCCCCCCCCCCCCCCCC)OCC1=CC(=CC(=C1)F)C#N)O methyl ((S)-2-((3-cyano-5-fluorobenzyl) oxy)-3-(hexadecyloxy) propyl) hydrogen phosphate